C(=C)C(C(=O)O)CCC.C(CCCC)(=O)OC=C vinyl valerate (vinyl valerate)